FC1=NC=CC(=C1)S(=O)(=O)NC1=CN=C(C(=N1)C1=C(C=CC=C1)CCCCCCNC(OC(C)(C)C)=O)N1N=C(C=C1)OCC(C(F)(F)F)(C)C tert-butyl N-[6-[2-[6-[(2-fluoro-4-pyridyl)sulfonylamino]-3-[3-(3,3,3-trifluoro-2,2-dimethyl-propoxy)pyrazol-1-yl]pyrazin-2-yl]phenyl]hexyl]carbamate